C(C)O[Si](OCC)(OCC)CCCN=C(CC(C)C)C triethoxysilyl-N-(1,3-dimethylbutylidene)propylamine